C(CC(O)(C(=O)OCCC(CC)C)CC(=O)OCCC(CC)C)(=O)OCCC(CC)C tri(3-methyl-1-pentyl) citrate